C1(CC1)N1C(=CC=2C(=NC(=CC21)C2=CC=C(C=O)C=C2)C)C2=CC=C(C=C2)S(=O)(=O)C 4-[1-cyclopropyl-4-methyl-2-(4-methylsulfonylphenyl)pyrrolo[3,2-c]pyridin-6-yl]benzaldehyde